6-[3-(2-methoxy-4-methylsulfonyl-anilino)prop-1-ynyl]-1-(2,2,2-trifluoroethyl)indazole-4-carboxylic acid COC1=C(NCC#CC=2C=C(C=3C=NN(C3C2)CC(F)(F)F)C(=O)O)C=CC(=C1)S(=O)(=O)C